3-chloro-N,5-dimethoxy-N-methylpyrazine-2-carboxamide ClC=1C(=NC=C(N1)OC)C(=O)N(C)OC